C1(C=CC=C1)[Zr]([Si](C1=CC=CC=C1)(C)C)([Si](C1=CC=CC=C1)(C)C)[Si](C)(C)C1=CC=CC=C1 (cyclopentadienyl)tris(phenyldimethylsilyl)zirconium